3-(methacrylamido)propyl-trimethylammonium chloride [Cl-].C(C(=C)C)(=O)NCCC[N+](C)(C)C